C12CNCC(N1C1=NC=C(C(=N1)NC=1C=C3C=NNC3=CC1OC)Cl)C2 N-(2-(3,6-diazabicyclo[3.1.1]hept-6-yl)-5-chloropyrimidin-4-yl)-6-methoxy-1H-indazol-5-amine